COC1=CC2=C(C=3N=COC31)C=C(S2)C(C)=O 1-(4-methoxythieno[2',3':5,6]benzo[1,2-d]oxazol-7-yl)ethan-1-one